O[C@H]1C[C@@H]2C(C[C@H]3[C@@H]4CC[C@H]([C@@H](CC[C@@H](C(C)C)C)C)[C@]4(CC[C@@H]3[C@]2(CC1)C)C)=O 3α-hydroxy-5α-ergostan-6-one